C1(CC1)C(=O)OC(=O)N1CC2C(NC(C1)C2)C#C (cyclopropanecarbonyl)-7-ethynyl-3,6-diazabicyclo[3.2.1]octane-3-carboxylate